C([C@H]([C@H]([C@@H]([C@H](C=O)OP(=O)(O)OP(=O)(O)O)O)O)O)O DIPHOSPHOGLUCOSE